(R)-N-(6-chloro-5-fluoropyridin-2-yl)-6-(3-((3-ethoxypyridin-2-yl)oxy)piperidin-1-yl)pyrazin-2-amine ClC1=C(C=CC(=N1)NC1=NC(=CN=C1)N1C[C@@H](CCC1)OC1=NC=CC=C1OCC)F